FC1=C2C(=CN=C1N1CCC(CC1)NCC(C)(O)C)NC(=C2C(C)C)C=2C=C(C=1N(C2)N=CN1)OC 1-((1-(4-fluoro-3-isopropyl-2-(8-methoxy-[1,2,4]triazolo[1,5-a]pyridin-6-yl)-1H-pyrrolo[2,3-c]pyridin-5-yl)piperidin-4-yl)amino)-2-methylpropan-2-ol